C(C)(=O)NC1=NC=CC(=C1)C1=C(N=C(N1COCC[Si](C)(C)C)SC)C1=C(C=CC=C1)NC(C1=CN=CC=C1)=O N-(2-(5-(2-acetamidopyridin-4-yl)-2-(methylthio)-1-((2-(trimethylsilyl)ethoxy)methyl)-1H-imidazol-4-yl)phenyl)nicotinamide